NC1=C2N=CN(C2=NC(=N1)Cl)[C@H]1[C@@H]([C@@]([C@H](O1)COC(C(=O)O)(CC1=CC=C(C=C1)N1C(NCCC1)=O)C=1N=CSC1)(O)C#C)O 2-(((2R,3S,4R,5R)-5-(6-amino-2-chloro-9H-purin-9-yl)-3-ethynyl-3,4-dihydroxytetrahydrofuran-2-yl)methoxy)-3-(4-(2-oxotetrahydropyrimidin-1(2H)-yl)phenyl)-2-(thiazol-4-yl)propanoic acid